1-(4-chloro-3-methylphenyl)-3-cyclopropyl-7-(2-(3-fluoro-3-methylazetidin-1-yl)-2-oxoethyl)imidazo[1,5-a]pyrazin-8(7H)-one ClC1=C(C=C(C=C1)C=1N=C(N2C1C(N(C=C2)CC(=O)N2CC(C2)(C)F)=O)C2CC2)C